COC(=O)C1=CC=CC=2N=COC21 benzo[d]oxazole-7-carboxylic acid methyl ester